[Si](C)(C)(C(C)(C)C)OC=1C(=C(C=CC1C1OCCO1)CC=O)OC 2-{3-[(tert-butyldimethylsilyl)oxy]-4-(1,3-dioxolan-2-yl)-2-methoxyphenyl}acetaldehyde